4-(bromomethyl)-2-(2,6-dioxopiperidin-3-yl)isoindoline-1,3-dione BrCC1=C2C(N(C(C2=CC=C1)=O)C1C(NC(CC1)=O)=O)=O